OCC1C2C3C=CC(C2C=C1)C3 3-hydroxymethyl-tricyclo[5.2.1.02,6]Dec-4,8-diene